Cl.S(N)(=O)(=O)N1C(=CC=C1)C(=O)O 1-sulfamoyl-pyrrole-2-carboxylic acid hydrochloride